3-((R)-1-((S)-7-(tert-butyl)-5,6,7,8-tetrahydrothiazolo[5,4-b]quinoline-2-carboxamido)-3-hydroxypropyl)benzoic acid C(C)(C)(C)[C@@H]1CC=2C=C3C(=NC2CC1)SC(=N3)C(=O)N[C@H](CCO)C=3C=C(C(=O)O)C=CC3